N-{3-[1-(2-nitrophenyl)-1H-pyrrol-2-yl]-allylidene}-aminoguanidinium tosylate S(=O)(=O)([O-])C1=CC=C(C)C=C1.[N+](=O)([O-])C1=C(C=CC=C1)N1C(=CC=C1)C=CC=NC(=[NH+]N)N